ethyl 6-methyl-4-(4-(4-methylpentanoyloxy)phenyl)-2-oxo-1,2,3,4-tetrahydropyrimidine-5-carboxylate CC1=C(C(NC(N1)=O)C1=CC=C(C=C1)OC(CCC(C)C)=O)C(=O)OCC